ClC=1C=C2C(OCC=3C=C(N=CC3C3=C(C=C(C(NS(C(C1O)=C2)(=O)=O)=C3)F)F)F)=O 13-Chloro-5,19,21-trifluoro-14-hydroxy-16,16-dioxo-9-oxa-16λ6-thia-4,17-diazatetracyclo[16.3.1.111,15.02,7]tricosa-1(21),2(7),3,5,11,13,15(23),18(22),19-nonaen-10-one